methyl (E)-3-(3-methoxyphenyl)acrylate COC=1C=C(C=CC1)/C=C/C(=O)OC